CC(C(=O)NC1(CC1)CN1CCCC1)(C)C1=CC(=CC=C1)C(F)(F)F 2-methyl-N-(1-(pyrrolidin-1-ylmethyl)cyclopropyl)-2-(3-(trifluoromethyl)phenyl)propanamide